OCC12CN(CC(CC1)N2)C(=O)OCC2=CC=CC=C2 benzyl 1-(hydroxymethyl)-3,8-diazabicyclo[3.2.1]octane-3-carboxylate